2-benzyl-5-(N-((tert-butoxycarbonyl)-L-tryptophyl)amino)-1,3-dioxoperhydropyrido(1,2-c)pyrimidine C(C1=CC=CC=C1)N1C(N2C(CC1=O)C(CCC2)NC([C@@H](NC(=O)OC(C)(C)C)CC2=CNC1=CC=CC=C21)=O)=O